1-(9H-fluoren-9-yl-methoxycarbonylamino)cyclobutan-1-carboxylic acid C1=CC=CC=2C3=CC=CC=C3C(C12)N(C1(CCC1)C(=O)O)C(=O)OC